1-phenylpiperidine-3-carboxylic acid ethyl ester C(C)OC(=O)C1CN(CCC1)C1=CC=CC=C1